ClC1=CC(=C(C(=C1)C)C1=NC=2C(=NC=C(N2)N2C[C@@H](CC2)O)N1C)O |o1:18| rel-(3R)-1-[2-(4-chloro-2-hydroxy-6-methyl-phenyl)-1-methyl-imidazo[4,5-b]pyrazin-5-yl]pyrrolidin-3-ol